ClC1=C(C=CC=C1Cl)SC1=NNC2=NC(=NC=C21)N2CCC(CC2)(C)CN (1-(3-((2,3-dichlorophenyl)thio)-1H-pyrazolo[3,4-d]pyrimidin-6-yl)-4-methylpiperidin-4-yl)methylamine